5-(2,5-dimethylpyrrol-1-yl)-6-methyl-2-(1,2,4-triazol-1-yl)-1H-pyrrolo[3,2-b]pyridine CC=1N(C(=CC1)C)C1=C(C=C2C(=N1)C=C(N2)N2N=CN=C2)C